(R,E)-4-(dimethylamino)-N-(2-methoxy-4-(3-(quinazolin-2-ylamino)pyrrolidine-1-carbonyl)phenyl)but-2-enamide CN(C/C=C/C(=O)NC1=C(C=C(C=C1)C(=O)N1C[C@@H](CC1)NC1=NC2=CC=CC=C2C=N1)OC)C